diphenoxytert-butoxyphosphine O(C1=CC=CC=C1)P(OC(C)(C)C)OC1=CC=CC=C1